NC1=NC(=CC(=N1)NC1=CC=C(C=C1)F)Cl 2-amino-4-(4-fluoroanilino)-6-chloropyrimidine